C(C)(C)(C)OC(=O)NC1=C(C(=O)OCC)C(=CC=N1)Cl ethyl 2-(tert-butoxycarbonylamino)-4-chloronicotinate